1-((2R,5R)-5-(4-((2-fluoro-3-methyl-4-((1-methyl-1H-benzo[d]imidazol-5-yl)oxy)phenyl)amino)pyrido[3,2-d]pyrimidin-6-yl)-2-methylpiperidin-1-yl)prop-2-en-1-one FC1=C(C=CC(=C1C)OC1=CC2=C(N(C=N2)C)C=C1)NC=1C2=C(N=CN1)C=CC(=N2)[C@@H]2CC[C@H](N(C2)C(C=C)=O)C